sodium (chloro-sodium) Cl[Na].[Na]